6-(4-(N-((2-(4-methoxybenzyl)-3-oxo-4-(trifluoromethyl)-3,5,6,7-tetrahydro-2H-cyclopenta[c]pyridazin-7-yl)methyl)-N-methyl-L-alaninyl)piperazin-1-yl)nicotinonitrile COC1=CC=C(CN2N=C3C(=C(C2=O)C(F)(F)F)CCC3CN([C@@H](C)C(=O)N3CCN(CC3)C3=NC=C(C#N)C=C3)C)C=C1